C1(CCCCC1)NC(C(C=1C=NC=CC1)N(C(=O)[C@@H]1NC[C@@H](C1)O)C1=CC=C(C=C1)C1CC1)=O (2R,4R)-N-[2-(cyclohexylamino)-2-oxo-1-(3-pyridyl)ethyl]-N-(4-cyclopropylphenyl)-4-hydroxy-pyrrolidine-2-carboxamide